C(C)N1C(=CC=C1)C=O ethyl-1H-pyrrole-2-carboxaldehyde